3,3-bis(trifluoromethyl)oxetane FC(C1(COC1)C(F)(F)F)(F)F